FC(C(=O)O)(F)F.C1(CC1)O cyclopropane-1-ol 2,2,2-trifluoroacetate